ethyl 2-((2R,3S)-1-(tert-butoxycarbonyl)-3-hydroxypyrrolidin-2-yl)-4-(5-((3,4-difluorobenzyl)carbamoyl)thiophen-2-yl)-6-(4-fluorophenethyl)-5-(5-methyl-1,3,4-oxadiazol-2-yl)nicotinate C(C)(C)(C)OC(=O)N1[C@@H]([C@H](CC1)O)C1=C(C(=O)OCC)C(=C(C(=N1)CCC1=CC=C(C=C1)F)C=1OC(=NN1)C)C=1SC(=CC1)C(NCC1=CC(=C(C=C1)F)F)=O